C1NCC12CC(C2)NC2=NC(=NC=C2)C#N 4-((2-Azaspiro[3.3]heptan-6-yl)amino)pyrimidine-2-carbonitrile